Cl.C[C@@H](C=C)N (2S)-but-3-en-2-amine HCl salt